C(C)(C)(C)OC(=O)N1[C@@H](C[C@H](C1)N=[N+]=[N-])CN1N=NC=C1 (2s,4r)-2-((1H-1,2,3-triazol-1-yl)methyl)-4-azidopyrrolidine-1-carboxylic acid tert-butyl ester